3,5-di-t-butyl-4-hydroxycinnamate C(C)(C)(C)C=1C=C(C=CC(=O)[O-])C=C(C1O)C(C)(C)C